2-{3-[(2R,6S)-2,6-Dimethylmorpholin-4-carbonyl]-5,6-dihydrocyclopenta[c]pyrazol-1(4H)-yl}-1-[4-(4-fluoro-3,5-dimethylphenyl)piperidin-1-yl]ethan-1-on C[C@@H]1CN(C[C@@H](O1)C)C(=O)C=1C2=C(N(N1)CC(=O)N1CCC(CC1)C1=CC(=C(C(=C1)C)F)C)CCC2